11-chloro-14-phenylindolo[1,2-f]phenanthridine ClC=1C=CC=2C(=C3N(C=4C=CC=CC4C4=CC=CC=C34)C2C1)C1=CC=CC=C1